5-bromo-4-chloro-3-indolyl phosphate p-toluidine salt CC1=CC=C(C=C1)N.C1=CC(=C(C2=C1NC=C2OP(=O)(O)O)Cl)Br